FC1=C(C(=O)OC)C=C(C(=C1)C)C=1C=C(C=2N(C1)C=CN2)N2CCOCC2 methyl 2-fluoro-4-methyl-5-[8-(morpholin-4-yl)imidazo[1,2-a]pyridin-6-yl]benzoate